N-((1-([1,1'-biphenyl]-3-yl)-1,2,3,4-tetrahydroquinolin-3-yl)methyl)acrylamide C1(=CC(=CC=C1)N1CC(CC2=CC=CC=C12)CNC(C=C)=O)C1=CC=CC=C1